COC=1C=2C=CC=C3C(N(C(=CN1)C32)C3C(NC(CC3)=O)=O)=O 3-(9-methoxy-3-oxo-2,10-diazatricyclo[6.3.1.04,12]dodeca-1(11),4,6,8(12),9-pentaen-2-yl)piperidine-2,6-dione